COC=1C=C2C=CC(=CC2=CC1)[C@@H](C(=O)OCCOCCOCCOC(C(C)C1=CC2=CC=C(C=C2C=C1)OC)=O)C (ethane-1,2-diylbis(oxy))bis(ethane-2,1-diyl) (2s,2'S)-bis(2-(6-methoxynaphthalen-2-yl)propanoate)